1-methyl-1H-pyrrole-2-carbonyl fluoride CN1C(=CC=C1)C(=O)F